CN1CC(C1)(C)[C@@](C=1C=C(C=NC1)C1=NOC(=N1)C(C[2H])(C)O)(C1=CC=C(C=C1)C(C)C)O 2-(3-(5-((R)-(1,3-dimethylazetidin-3-yl)(hydroxy)(4-isopropylphenyl)methyl)pyridin-3-yl)-1,2,4-oxadiazol-5-yl)propan-1-d-2-ol